C1=CC(=C(C=C1O)C(=O)NCCO)O 2,5-dihydroxy-N-(2-hydroxyethyl)benzamide